C[C@@H]1CN(CCN1C)C1=CC=CC(=N1)[C@@H](CO)NC(CC)=O N-[(1S)-1-{6-[(3R)-3,4-dimethylpiperazin-1-yl]pyridin-2-yl}-2-hydroxyethyl]propanamide